2-methyl-1-dodecyl phosphate dibutylamine salt C(CCC)NCCCC.P(=O)(OCC(CCCCCCCCCC)C)(O)O